ClC=1C=C2C(=NC1)CCO2 6-chloro-2,3-dihydrofuro[3,2-b]pyridine